The molecule is a 3-hydroxy fatty acyl-CoA(4-) obtained by deprotonation of the phosphate and diphosphate OH groups of (3R)-3-hydroxytetracosanoyl-CoA [(R)-3-hydroxylignoceroyl-CoA]; the major species at pH 7.3. It is a (R)-3-hydroxyacyl-CoA(4-), a 3-hydroxy fatty acyl-CoA(4-) and an 11,12-saturated fatty acyl-CoA(4-). It is a conjugate base of a (3R)-3-hydroxytetracosanoyl-CoA. CCCCCCCCCCCCCCCCCCCCC[C@H](CC(=O)SCCNC(=O)CCNC(=O)[C@@H](C(C)(C)COP(=O)([O-])OP(=O)([O-])OC[C@@H]1[C@H]([C@H]([C@@H](O1)N2C=NC3=C(N=CN=C32)N)O)OP(=O)([O-])[O-])O)O